3-[(4-{2-[(1S)-1-aminoethyl]-4-fluoro-1-(propan-2-yl)-1H-benzimidazol-6-yl}-5-chloropyrimidin-2-yl)amino]-1,5-anhydro-2,3-dideoxy-D-threo-pentitol N[C@@H](C)C1=NC2=C(N1C(C)C)C=C(C=C2F)C2=NC(=NC=C2Cl)N[C@@H]2CCOC[C@H]2O